2-(((benzyloxy)carbonyl)amino)ethyl (3-(tert-butoxy)-2-((tert-butoxycarbonyl)amino)-3-oxopropyl) phosphate P(=O)(OCCNC(=O)OCC1=CC=CC=C1)(OCC(C(=O)OC(C)(C)C)NC(=O)OC(C)(C)C)[O-]